C(C)(=O)OCCCCCCCCCCC=C 11-dodecenyl acetate